(2R,5S)-2-(1-(3,4-difluorophenyl)-3-(thiophen-3-yl)-1H-pyrazole-4-yl)-5-methyl-3-(2-(2-oxoindolin-5-yl)ethyl)oxazolidin-4-one FC=1C=C(C=CC1F)N1N=C(C(=C1)[C@H]1O[C@H](C(N1CCC=1C=C2CC(NC2=CC1)=O)=O)C)C1=CSC=C1